ClC1=C(C(=O)O)C=C(C(=C1)F)N1C(C2CCCCC2C1=O)=O 2-chloro-4-fluoro-5-(1,3-dioxooctahydro-2H-isoindol-2-yl)benzoic acid